The molecule is a glycosylfructose that is D-fructofuranose attached to a alpha-D-glucopyranosyl unit at position 6 via a glycosidic linkage. It is found in honey and sugarcane. It has a role as a sweetening agent, an animal metabolite and a plant metabolite. C([C@@H]1[C@H]([C@@H]([C@H]([C@H](O1)OC[C@@H]2[C@H]([C@@H](C(O2)(CO)O)O)O)O)O)O)O